NC1=NC=CC(=C1)C[C@@H]1[C@H](N(C1=O)C(=O)N[C@H](CC)C1=C(C(=C(C=C1)F)F)F)C(=O)N(C)C=1N(C=CN1)C (2S,3R)-3-((2-aminopyridin-4-yl)methyl)-N2-(1-methyl-1H-imidazol-2-yl)-N1-((R)-1-(2,3,4-trifluorophenyl)propyl)-N2-methyl-4-oxoazetidine-1,2-dicarboxamide